N1=C(C=CC=C1)C1=CN(CCC1)C(=O)[O-] 5',6'-dihydro-[2,3'-bipyridine]-1'(4'H)-carboxylate